methyl 4-(3-(4-cyano-3-(trifluoromethyl)phenyl)-5,5-dimethyl-4-oxo-2-thioxoimidazolidin-1-yl)-2-fluorobenzoate C(#N)C1=C(C=C(C=C1)N1C(N(C(C1=O)(C)C)C1=CC(=C(C(=O)OC)C=C1)F)=S)C(F)(F)F